NCCCOOO[SiH3] 3-Aminopropyltrioxysilane